[Na+].C(CCCC)P([O-])([O-])=O.[Na+] n-pentylphosphonate sodium